2-Benzyl-4-chlorophenol C(C1=CC=CC=C1)C1=C(C=CC(=C1)Cl)O